1,1,1,2,3-pentafluoropropane FC(C(CF)F)(F)F